C(C)NCCO 2-(ethylamino)ethan-1-ol